CN1C(CCC1CO)CO (1-methylpyrrolidine-2,5-diyl)dimethanol